O=CCCCCC[NH2]=O 6-oxohexan-1-amine oxide